4-((4-Methoxycyclohexyl)amino)-N-(4-(4-methylpiperazin-1-yl)phenyl)-2-oxo-1,2-dihydropyridine-3-carboxamide COC1CCC(CC1)NC1=C(C(NC=C1)=O)C(=O)NC1=CC=C(C=C1)N1CCN(CC1)C